FC1=CC2=C(C=3NC4=C(C=C(C=C4C3[C@H](C2)CCCO)F)F)C=C1 |o1:14| 3-[(6S*)-3,8,10-trifluoro-5H,6H,11H-benzo[a]carbazol-6-yl]propan-1-ol